FC=1C=C(C=CC1B1OC(C(O1)(C)C)(C)C)C(C)=O 1-(3-fluoro-4-(4,4,5,5-tetramethyl-1,3,2-dioxaborolan-2-yl)phenyl)ethan-1-one